2-((tert-butyldiphenylsilyl)oxy)-1-(3-methyl-1,2,4-thiadiazol-5-yl)ethan-1-amine hydrochloride Cl.[Si](C1=CC=CC=C1)(C1=CC=CC=C1)(C(C)(C)C)OCC(N)C1=NC(=NS1)C